ClC1=CC(=NN1)C(F)F 5-chloro-3-(difluoromethyl)-1H-pyrazole